COC=1C=C2CN(CC2=CC1)C1=NC=CC(=N1)C1=NC=CC(=N1)C#CC1=C(C#N)C=CC=C1 ((2'-(5-methoxyisoindolin-2-yl)-[2,4'-bipyrimidin]-4-yl)ethynyl)benzonitrile